N-(3-(cyclopentylsulfonyl)-4-methylphenyl)-6-((1-hydroxy-2-methylpropan-2-yl)amino)-2-(6-azaspiro[2.5]octan-6-yl)nicotinamide C1(CCCC1)S(=O)(=O)C=1C=C(C=CC1C)NC(C1=C(N=C(C=C1)NC(CO)(C)C)N1CCC2(CC2)CC1)=O